3-[2-fluoro-5-(5-fluoroindole-1-sulfonyl)-4-methoxyphenyl]-2,4-dioxo-1H-thieno[3,4-d]pyrimidine-5-carboxylic acid FC1=C(C=C(C(=C1)OC)S(=O)(=O)N1C=CC2=CC(=CC=C12)F)N1C(NC=2C(C1=O)=C(SC2)C(=O)O)=O